BrC1=C(N=C(O1)C)CC1(CCN(CC1)C=1C=2N(C(=C(N1)C)C1=C(C=CC=C1)F)N=CC2)C(=O)OCC ethyl 4-[(5-bromo-2-methyl-oxazol-4-yl)methyl]-1-[7-(2-fluorophenyl)-6-methyl-pyrazolo[1,5-a]pyrazin-4-yl]piperidine-4-carboxylate